di-tert-butylhydroxytoluene (di-tert-butyl-hydroxy tosylate) C(C)(C)(C)CC1=C(C(=C(S(=O)(=O)O)C=C1)O)C(C)(C)C.C(C)(C)(C)C(C1=CC=CC=C1)(O)C(C)(C)C